N-(4-Cyano-3-fluorobenzyl)-1-methyl-6-((1-(methylsulfonyl)cyclopropyl)methyl)-7-oxo-4,5,6,7-tetrahydro-1H-pyrazolo[3,4-c]pyridine-3-carboxamide C(#N)C1=C(C=C(CNC(=O)C2=NN(C=3C(N(CCC32)CC3(CC3)S(=O)(=O)C)=O)C)C=C1)F